N-((4-(5-(tert-butyl)-1,2,4-oxadiazol-3-yl)bicyclo[2.2.2]octan-1-yl)methyl)-3-fluoro-N-(3-((4-fluorophenyl)amino)phenyl)bicyclo[1.1.1]pentane-1-carboxamide C(C)(C)(C)C1=NC(=NO1)C12CCC(CC1)(CC2)CN(C(=O)C21CC(C2)(C1)F)C1=CC(=CC=C1)NC1=CC=C(C=C1)F